benzyl 1-((1R,3r,5S)-8-((((tert-butoxycarbonyl)amino)oxy)(imino)methyl)-8-azabicyclo[3.2.1]octan-3-yl)piperidine-4-carboxylate C(C)(C)(C)OC(=O)NON=CN1[C@H]2CC(C[C@@H]1CC2)N2CCC(CC2)C(=O)OCC2=CC=CC=C2